C(C#C)N=C=NC1=C(C=CC=C1)C N-propargyl-N'-o-tolylcarbodiimide